(γ-glycidoxypropyl)(ethyl)dimethoxysilane sodium [Na].C(C1CO1)OCCC[Si](OC)(OC)CC